FC1=CC(=C(OC=2C=C(C=C(C2)C)C=2C3=C(C(N(C2)C)=O)NC(=C3)C(=O)NC3CCC(CC3)C(=O)OC)C(=C1)C)C (1r,4r)-Methyl 4-(4-(3-(4-fluoro-2,6-dimethylphenoxy)-5-methylphenyl)-6-methyl-7-oxo-6,7-dihydro-1H-pyrrolo[2,3-c]pyridine-2-carboxamido)cyclohexanecarboxylate